N-[(2,5-dioxo-2,5-dihydro-1H-pyrrol-1-yl)acetyl]-L-valyl-L-alanine O=C1N(C(C=C1)=O)CC(=O)N[C@@H](C(C)C)C(=O)N[C@@H](C)C(=O)O